calcium-iron-silicon-aluminum [Al].[Si].[Fe].[Ca]